COC1=C(C=C2C=CC=NC2=C1)C(=O)N (E)-7-methoxy-6-quinolinecarboxamide